4-(4-fluorophenyl)thiosemicarbazide FC1=CC=C(C=C1)NC(NN)=S